5-vinyl-2-(1H-1,2,3-triazol-1-yl)pyridine C(=C)C=1C=CC(=NC1)N1N=NC=C1